C(#N)C1=CC(=C(COC2=NC=CC(=N2)N2N=C3C(=C2)CN(C3)CC3=NC2=C(N3CCOC)C=C(C=C2)C(=O)OC)C=C1)F methyl 2-((2-(2-((4-cyano-2-fluorobenzyl)oxy)pyrimidin-4-yl)-2,6-dihydropyrrolo[3,4-c]pyrazol-5(4H)-yl)methyl)-1-(2-methoxyethyl)-1H-benzo[d]imidazole-6-carboxylate